6-(4-((1H-indazol-5-yl)amino)-pyrimidin-2-yl)-N-(6-methoxy-pyridin-3-yl)-1H-indole-2-carboxamide N1N=CC2=CC(=CC=C12)NC1=NC(=NC=C1)C1=CC=C2C=C(NC2=C1)C(=O)NC=1C=NC(=CC1)OC